(1r,2s)-5'-methoxy-2-{3-[(1-methyl-1H-pyrazol-4-yl)amino]-1H-indazol-6-yl}spiro[cyclopropane-1,3'-indol]-2'(1'H)-one COC=1C=C2[C@]3(C(NC2=CC1)=O)[C@@H](C3)C3=CC=C1C(=NNC1=C3)NC=3C=NN(C3)C